CC1=CN=C(O1)C=1C=C(NC1)S(=O)(=O)N 4-(5-methyloxazol-2-yl)-1H-pyrrole-2-sulfonamide